COC1=CC=CC(=N1)O[C@@H]1CN(CC1)C(=O)OC(C)(C)C tert-butyl (S)-3-((6-methoxypyridin-2-yl)oxy)pyrrolidine-1-carboxylate